methyl 3-(2,4-difluorophenyl)-7-fluoro-2-methyl-4-oxo-1,2,3,4-tetrahydroquinoline-5-carboxylate FC1=C(C=CC(=C1)F)C1C(NC=2C=C(C=C(C2C1=O)C(=O)OC)F)C